OC1=CC=C(C=C1)C1=CC=C(C=C1)C1=CC(=C(C=C1)O)C 4,4''-dihydroxy-3''-methyl-p-terphenyl